C[Si](C1=CC=C(C=C1)C(=C)C1=CC=C(C=C1)N(C)C)(OCC)C 1-[4-(Dimethylethoxysilyl)phenyl]-1-[4-(N,N-dimethylamino)phenyl]ethene